C(C)OC(CCC(=O)C1=NC(=CC=C1O)CC1=CC(=CC(=C1)Cl)Cl)=O 4-[6-(3,5-Dichloro-benzyl)-3-hydroxy-pyridin-2-yl]-4-oxo-butyric acid ethyl ester